4,6-Dimethyl-3-cyclohexene-1-carbaldehyde CC1=CCC(C(C1)C)C=O